tert-butyl N-[2-methoxy-4-(methylcarbamoyl)phenyl]-N-(prop-2-yn-1-yl)carbamate COC1=C(C=CC(=C1)C(NC)=O)N(C(OC(C)(C)C)=O)CC#C